ClC1=C(C=CC2=C(N=NN2)C(=O)O)C=CC=C1 5-(2-chlorostyryl)-1H-1,2,3-triazole-4-carboxylic acid